3,4-dimethyl-1-propyl-5-(4,4,5,5-tetramethyl-1,3,2-dioxaborolan-2-yl)pyridin-2(1H)-one CC=1C(N(C=C(C1C)B1OC(C(O1)(C)C)(C)C)CCC)=O